phosphouranium acetate C(C)(=O)[O-].P(=O)(=O)[U+5].C(C)(=O)[O-].C(C)(=O)[O-].C(C)(=O)[O-].C(C)(=O)[O-]